5-fluoro-4-iodo-2-(6-azaspiro[2.5]oct-6-yl)benzoic acid FC=1C(=CC(=C(C(=O)O)C1)N1CCC2(CC2)CC1)I